OC1=C(C2=CC=C(C=C2C(=C1O)C(C)C)C)C(=O)O 2,3-dihydroxy-6-methyl-4-(1-methylethyl)-1-naphthoic acid